C1=CC=C(C=C1)CNC2=NC=NC3=C2NC=N3 N6-benzylaminopurine